C1(CCCCC1)NC1=NC=C(C(=N1)N1C=C(C=C1)C(=O)NC(CO)C1=CC(=CC=C1)Cl)C 1-(2-(cyclohexylamino)-5-methylpyrimidin-4-yl)-N-(1-(3-chlorophenyl)-2-hydroxyethyl)-pyrrole-3-carboxamide